C(CC)N(C=1C=C(C=C(C1)N(CCC)CCC)C#C)CCC 3,5-bis(dipropylamino)phenylacetylene